CN1N=C(C=2C1=NC(=C(C2)C2=NOC=CC(=N2)C=2C=C(N)C=CC2)OCC2=CC(=CC=C2)C)C 3-[3-(1,3-dimethyl-6-{[(3-methylphenyl)methyl]oxy}pyrazolo[3,4-b]pyridin-5-yl)-1,2,4-oxadiazepin-5-yl]aniline